6-Phenyl-3-((7-((S)-4,4,4-trifluoro-2-(methoxymethyl)butanoyl)-7-azaspiro[4.5]decan-10-yl)methyl)pyrimidin-4(3H)-one C1(=CC=CC=C1)C1=CC(N(C=N1)CC1CCN(CC12CCCC2)C([C@@H](CC(F)(F)F)COC)=O)=O